3,3,8,8-tetramethyl-4,5,6,7-tetrahydro-2H-naphthalene CC1(CCC=2C(CCCC2C1)(C)C)C